C(C)(C)(C)C=1C=C(C=C(C1O)C)CCC(=O)OCC(C)(C)C1OCC2(CO1)COC(OC2)C(COC(CCC2=CC(=C(C(=C2)C)O)C(C)(C)C)=O)(C)C 3,9-bis-{2-[3-(3-tert-butyl-4-hydroxy-5-methylphenyl)-propionyloxy]-1,1-dimethylethyl}-2,4,8,10-tetraoxaspiro-[5.5]undecane